ClC1=NN2C(N=CC(=C2[C@H](C)OC)NC(=O)NC=2C=C3C=CN(C(C3=CC2)=O)C)=C1 (S)-1-(2-chloro-7-(1-methoxyethyl)pyrazolo[1,5-a]pyrimidin-6-yl)-3-(2-methyl-1-oxo-1,2-dihydroisoquinolin-6-yl)urea